C(CCC)C1(CS(C2=C(N(C1)C1=CC=C(C=C1)NC(=O)C1CCCC1)C=C(C(=C2)O/C=C/C(=O)OCC)SC)(=O)=O)CC Ethyl (E)-3-((3-butyl-5-(4-(cyclopentanecarboxamido)phenyl)-3-ethyl-7-(methylthio)-1,1-dioxido-2,3,4,5-tetrahydro-1,5-benzothiazepin-8-yl)oxy)acrylate